(1-(1,1-difluoroethyl)cyclopropyl)carbamic acid tert-butyl ester C(C)(C)(C)OC(NC1(CC1)C(C)(F)F)=O